3-tert-butyl-1-{1-[(1S)-1-(3-chlorophenyl)ethyl]-2-oxo-7-(trifluoromethyl)quinoxalin-6-yl}urea C(C)(C)(C)NC(NC=1C=C2N=CC(N(C2=CC1C(F)(F)F)[C@@H](C)C1=CC(=CC=C1)Cl)=O)=O